[Cl-].Cl[Si](C)(C)C[N+]1(CCCCC1)C 1-{(chlorodimethylsilyl)methyl}-1-methylpiperidinium chloride